O1CCC(CC1)[C@H](C)OC1=C2C(=CC(=NC2=C(C=C1)C)C=1OC2=C(C1C)C=CC=C2)C(=O)O 5-((1S)-1-(tetrahydro-2H-pyran-4-yl)ethoxy)-8-methyl-2-(3-methyl-1-benzofuran-2-yl)quinoline-4-carboxylic acid